1-((5-(trifluoromethyl)pyridin-2-yl)methyl)-1H-imidazole-4-carboxylic acid ethyl ester C(C)OC(=O)C=1N=CN(C1)CC1=NC=C(C=C1)C(F)(F)F